N=[Si] iminosilicon